N(N)C(=O)N1C=CC2=C1N=CN=C2N(C2CCC(CC2)CS(=O)(=O)NC)C 1-[4-[[7-(hydrazinocarbonyl)pyrrolo[2,3-d]pyrimidin-4-yl]-methyl-amino]cyclohexyl]-N-methyl-methanesulfonamide